ClC=1C=NC=C(C1C(C)OC=1C=C2C(=NNC2=CC1)C=1C=C(C=CC1)N=S(=O)(C)C)Cl [3-[5-[1-(3,5-dichloro-4-pyridyl)ethoxy]-1H-indazol-3-yl]phenyl]imino-dimethyl-oxo-λ6-sulfane